C1CC1N2C=C(C(=O)C3=CC(=C(C=C32)N4CCNCC4)F)C(=O)O The molecule is a quinolone that is quinolin-4(1H)-one bearing cyclopropyl, carboxylic acid, fluoro and piperazin-1-yl substituents at positions 1, 3, 6 and 7, respectively. It has a role as an antiinfective agent, a topoisomerase IV inhibitor, an antibacterial drug, an EC 5.99.1.3 [DNA topoisomerase (ATP-hydrolysing)] inhibitor, a DNA synthesis inhibitor, an antimicrobial agent, an environmental contaminant and a xenobiotic. It is a quinolone antibiotic, a fluoroquinolone antibiotic, a N-arylpiperazine, a quinolone, an aminoquinoline and a quinolinemonocarboxylic acid.